C1(OC(CO1)(C)F)=O 1-fluoro-1-Methylethylene carbonate